CC1=CC=C(C=N1)C(C)(C)N1C[C@@](CC1)([C@H](C(F)(F)F)O)CCC1=NC=C(C#N)C=C1 |o1:15| 6-(2-((R)-1-(2-(6-methylpyridin-3-yl)propan-2-yl)-3-((R or S)-2,2,2-trifluoro-1-hydroxyethyl)pyrrolidin-3-yl)ethyl)nicotinonitrile